O=C1C2=C(SC1)C=CC=C2 3-oxobenzo[b]thiophen